3-[2-[(3-aminophenyl)sulfonylamino]-6-(2,6-dimethylphenyl)pyrimidin-4-yl]oxy-4-methyl-benzoic acid NC=1C=C(C=CC1)S(=O)(=O)NC1=NC(=CC(=N1)OC=1C=C(C(=O)O)C=CC1C)C1=C(C=CC=C1C)C